(R)-N-(7-(1-(1-acryloylpiperidin-3-yl)-4-amino-1H-pyrazolo[3,4-d]pyrimidin-3-yl)benzo[d][1,3]dioxol-4-yl)-4-trifluoromethylbenzamide C(C=C)(=O)N1C[C@@H](CCC1)N1N=C(C=2C1=NC=NC2N)C2=CC=C(C1=C2OCO1)NC(C1=CC=C(C=C1)C(F)(F)F)=O